5-cyanomethyl-2-(1H-benzimidazol-5-yl)benzonitrile C(#N)CC=1C=CC(=C(C#N)C1)C1=CC2=C(NC=N2)C=C1